tert-butyl (2-(2-chloro-4-((phenoxycarbonyl)amino)phenethoxy)ethyl)(methyl)carbamate ClC1=C(CCOCCN(C(OC(C)(C)C)=O)C)C=CC(=C1)NC(=O)OC1=CC=CC=C1